COC=1N=C2C(=CC=NC2=CC1OC)OC1=CC(=C(C=N1)NC(=O)C1(CC1)C(=O)NC1=CC=C(C=C1)F)OC 1-N'-[6-[(6,7-dimethoxy-1,5-naphthyridin-4-yl)oxy]-4-methoxypyridin-3-yl]-1-N-(4-fluorophenyl)cyclopropane-1,1-dicarboxamide